phosphorous acid (diethylamide) dibenzylamide C(C1=CC=CC=C1)N(P(O)N(CC)CC)CC1=CC=CC=C1